CC=1C=CC2=C(C(NNC2=O)=O)N1 2-methyl-6,7-dihydropyrido[2,3-d]pyridazine-5,8-dione